ClC=1C=C(C=CC1Cl)[C@@H]1N(OCC1)C1=CC(=NC=N1)NC=1C(=CC(=C(C1)NC(C=C)=O)N1[C@@H]2CN([C@H](C1)C2)C)OC N-(5-((6-((R)-3-(3,4-dichlorophenyl)isoxazolidine-2-yl)pyrimidine-4-yl)amino)-4-methoxy-2-((1S,4S)-5-methyl-2,5-diazabicyclo[2.2.1]heptane-2-yl)phenyl)acrylamide